C[C@@H](CC)NC(OC1COC(C1)C=1C=NC(=NC1)Cl)=O 5-(2-chloropyrimidin-5-yl)oxolan-3-yl N-[(2S)-butan-2-yl]carbamate